CC(C)(COP(=O)([O-])OP(=O)([O-])OC[C@@H]1[C@H]([C@H]([C@@H](O1)N2C=NC3=C(N=CN=C32)N)O)OP(=O)([O-])[O-])[C@H](C(=O)NCCC(=O)NCCSC(=O)CCC(=O)C4=CC=CC=C4C(=O)[O-])O The molecule is an acyl-CoA oxoanion that is the pentaanion of 4-(2-carboxyphenyl)-4-oxobutanoyl-CoA arising from deprotonation of phosphate, diphosphate and carboxylic acid functions. It is a conjugate base of a 4-(2-carboxyphenyl)-4-oxobutanoyl-CoA.